benzyl (1-(tert-butyl)-3-(3-(5-(tert-butyl)-6-chloropyridazin-3-yl)cyclopent-2-en-1-yl)-1H-pyrazol-5-yl)carbamate C(C)(C)(C)N1N=C(C=C1NC(OCC1=CC=CC=C1)=O)C1C=C(CC1)C=1N=NC(=C(C1)C(C)(C)C)Cl